C(CCC)C(C)OF fluoro butyl-ethyl ether